(1-(pyrrolidin-1-yl)methyl)cyclopropane N1(CCCC1)CC1CC1